1-tolylpyrrolidine C1(=C(C=CC=C1)N1CCCC1)C